N-((2-(2,6-dioxopiperidin-3-yl)-1-oxoisoindolin-5-yl)methyl)-2,2-difluoro-5-oxo-5-(4-(4-(quinoxalin-2-yl)-1H-pyrazol-1-yl)piperidin-1-yl)pentanamide O=C1NC(CCC1N1C(C2=CC=C(C=C2C1)CNC(C(CCC(N1CCC(CC1)N1N=CC(=C1)C1=NC2=CC=CC=C2N=C1)=O)(F)F)=O)=O)=O